6-{[(1R,2R)-2-Hydroxycyclohexyl]amino}-8-({6-[4-(2-hydroxyethyl)piperazin-1-yl]pyridin-2-yl}amino)imidazo[1,2-b]pyridazin-3-carbonitril O[C@H]1[C@@H](CCCC1)NC=1C=C(C=2N(N1)C(=CN2)C#N)NC2=NC(=CC=C2)N2CCN(CC2)CCO